COC(C1=C(C=C(C=N1)CO)C(F)(F)F)OC [6-(dimethoxymethyl)-5-(trifluoromethyl)pyridin-3-yl]methanol